N-(2-(7-chloro-4-oxobenzo[d][1,2,3]triazin-3(4H)-yl)ethyl)-2-(trifluoromethyl)benzamide ClC=1C=CC2=C(N=NN(C2=O)CCNC(C2=C(C=CC=C2)C(F)(F)F)=O)C1